CON(C(COC)=O)C N,2-dimethoxy-N-methylacetamide